1-(dibenzo[b,d]thiophen-4-yl)-1H-imidazole C1=CC=C(C=2SC3=C(C21)C=CC=C3)N3C=NC=C3